C(C)OC(=O)C1CCN(CC1)C1=NC(=C(N=C1Cl)I)CCCC#N (3-chloro-6-(3-cyanopropyl)-5-iodopyrazin-2-yl)piperidine-4-carboxylic acid ethyl ester